2-chloro-N-(5-ethyl-1,3,4-thiadiazol-2-yl)-5-methoxy-6-methyl-(4,4'-bipyridine)-3-carboxamide ClC1=NC(=C(C(=C1C(=O)NC=1SC(=NN1)CC)C1=CC=NC=C1)OC)C